N-(1-cyanocyclopropyl)-3-(5-(difluoromethyl)-1,3,4-thiadiazol-2-yl)-8-((3-methoxypropyl)(methyl)amino)imidazo[1,5-a]pyridine-6-sulfonamide C(#N)C1(CC1)NS(=O)(=O)C=1C=C(C=2N(C1)C(=NC2)C=2SC(=NN2)C(F)F)N(C)CCCOC